methyl (3S)-5-fluoro-3-[[(2S)-2-[[(2S)-3-methyl-2-(phenylmethoxycarbonylamino) butanoyl] amino] propanoyl] amino]-4-oxopentanoate FCC([C@H](CC(=O)OC)NC([C@H](C)NC([C@H](C(C)C)NC(=O)OCC1=CC=CC=C1)=O)=O)=O